ClC=1C(N(N=CC1CCO)C1OCCCC1)=O 4-chloro-5-(2-hydroxyethyl)-2-tetrahydropyran-2-yl-pyridazin-3-one